O=C1NC(CCC1N1C(C2=CC=C(C=C2C1=O)N1CC2CNCC2C1)=O)=O.FC(C(=O)O)(F)F Trifluoroacetic acid compound with 2-(2,6-dioxopiperidin-3-yl)-5-(hexahydropyrrolo[3,4-c]pyrrol-2(1H)-yl)isoindoline-1,3-dione